F[C@H]1CN(CC[C@H]1NC1=C2C=C(N(C2=CC=C1)CC(F)(F)F)C1=NOC(=N1)CNC(=O)[C@H]1[C@@H](C1)C1=CC=C(C=C1)F)C (1R,2R)-N-{[3-(4-{[(3S,4R)-3-fluoro-1-methylpiperidin-4-yl]amino}-1-(2,2,2-trifluoroethyl)-1H-indol-2-yl)-1,2,4-oxadiazol-5-yl]methyl}-2-(4-fluorophenyl)cyclopropane-1-carboxamide